C(C)(C)(C)C1=CC(=NN1[C@@H]1[C@H](COC1)O)NC=1N(C=2C(=NC=C(C2C(F)F)OC=2C=NC=3N(C2)C(=NC3)C3CC3)N1)C (3R,4S)-4-(5-(tert-butyl)-3-((6-((6-cyclopropylimidazo[1,5-a]pyrimidin-3-yl)oxy)-7-(difluoromethyl)-1-methyl-1H-imidazo[4,5-b]pyridin-2-yl)amino)-1H-pyrazol-1-yl)tetrahydrofuran-3-ol